[Si](C)(C)(C(C)(C)C)OCCCO 3-[(tert-Butyldimethylsilyl)oxy]propan-1-ol